N-((1S,4S)-4-(4-(trifluoromethyl)piperidin-1-yl)cyclohexyl)-1H-indol-4-amine FC(C1CCN(CC1)C1CCC(CC1)NC=1C=2C=CNC2C=CC1)(F)F